FC1=CC(=CC2=CC=3C[C@@](CCC3N=C12)(C(C)C)F)C(=O)N[C@H](CC[NH+]1CCC2(C(C2)CO)CC1)C=1C=NC(=CC1)C1=CN=NC=C1 (7S)-4,7-difluoro-7-isopropyl-N-[(1R)-3-[2-(hydroxymethyl)-6-azoniaspiro[2.5]octan-6-yl]-1-(6-pyridazin-4-yl-3-pyridyl)propyl]-6,8-dihydro-5H-acridine-2-carboxamide